Tert-butyl 4-(8-((4-([1,2,4]triazolo[1,5-a]pyridin-7-ylmethyl)-3-methylphenyl)amino)pyrimido[5,4-d]pyrimidin-2-yl)piperazine-1-carboxylate N=1C=NN2C1C=C(C=C2)CC2=C(C=C(C=C2)NC2=NC=NC1=C2N=C(N=C1)N1CCN(CC1)C(=O)OC(C)(C)C)C